(1S,3S)-3-((2-(5-(((Cyclobutyl(methyl)carbamoyl)oxy)methyl)-1-methyl-1H-pyrazol-4-yl)-4-methylpyrimidin-5-yl)oxy)cyclohexan C1(CCC1)N(C(=O)OCC1=C(C=NN1C)C1=NC=C(C(=N1)C)OC1CCCCC1)C